5-(1H-[1,2,3]triazolo[4,5-b]pyridin-5-yl)-2-fluoro-N-(4-(4-phenylpiperidin-1-yl)phenyl)benzamide N1N=NC2=NC(=CC=C21)C=2C=CC(=C(C(=O)NC1=CC=C(C=C1)N1CCC(CC1)C1=CC=CC=C1)C2)F